methyl (S)-(1-(4-(3-(((benzyloxy)carbonyl)amino)oxetan-3-yl)-2-methoxybenzyl)-3-bromo-7-((1-((tert-butyldiphenylsilyl)oxy)hexan-3-yl)amino)-1H-pyrazolo[4,3-d]pyrimidin-5-yl)carbamate C(C1=CC=CC=C1)OC(=O)NC1(COC1)C1=CC(=C(CN2N=C(C=3N=C(N=C(C32)N[C@H](CCO[Si](C3=CC=CC=C3)(C3=CC=CC=C3)C(C)(C)C)CCC)NC(OC)=O)Br)C=C1)OC